C(C)(C)(C)OC(=O)N1CCN(CC1)CC(=O)NC1=C2C(N(C(C2=CC=C1)=O)C1C(NC(CC1)=O)=O)=O 4-(2-((2-(2,6-Dioxopiperidin-3-yl)-1,3-Dioxoisoindolin-4-yl)amino)-2-oxoethyl)piperazine-1-carboxylic acid tert-butyl ester